N-[4-fluoro-2-[(3R,5S)-3,4,5-trimethylpiperazin-1-yl]phenyl]-6-oxo-4-(trifluoromethyl)-1H-pyridine-3-carboxamide FC1=CC(=C(C=C1)NC(=O)C1=CNC(C=C1C(F)(F)F)=O)N1C[C@H](N([C@H](C1)C)C)C